FC=1C(=CC(=NC1C)C1=NC(=NO1)C1=NC=C(C=C1)F)C=1C=NC=CC1C 5-(5'-fluoro-4,6'-dimethyl-[3,4'-bipyridin]-2'-yl)-3-(5-fluoropyridin-2-yl)-1,2,4-oxadiazole